3-(4-((1R,2S)-1-(5-chloro-7-fluoro-1-(benzenesulfonyl)-1H-indol-3-yl)-1-(4-(trifluoromethoxy)phenyl)pentan-2-yl)-2-fluorobenzamido)propionic acid ethyl ester C(C)OC(CCNC(C1=C(C=C(C=C1)[C@H]([C@H](C1=CC=C(C=C1)OC(F)(F)F)C1=CN(C2=C(C=C(C=C12)Cl)F)S(=O)(=O)C1=CC=CC=C1)CCC)F)=O)=O